COC1=CC=C(C=C1)N1N=C(C=C1C)N1CCN(CC1)C(=O)OC(C)(C)C tert-butyl 4-[1-(4-methoxyphenyl)-5-methyl-pyrazol-3-yl]piperazine-1-carboxylate